2-((4-cyano-2-methylphenyl)-amino)-5-(trifluorometh-oxy)benzoic acid C(#N)C1=CC(=C(C=C1)NC1=C(C(=O)O)C=C(C=C1)OC(F)(F)F)C